ClC1=NN(C=2C1=NN(C(C2)=O)C2=C(C(=CC=C2OC)C=C)F)COCC[Si](C)(C)C 3-chloro-5-(2-fluoro-6-methoxy-3-vinylphenyl)-1-((2-(trimethylsilyl)ethoxy)methyl)-1H-pyrazolo[4,3-c]pyridazin-6(5H)-one